O1C(=O)C=CC2=CC=C(C=C12)C=CC(=O)ON1C(COCC1)C=CC1=CC(CC(C1)(C)C)=C(C#N)C#N 3-(2-(3-(dicyanomethylene)-5,5-dimethylcyclohexen-1-yl) vinyl)-4-morpholinyl coumarin-7-acrylate